C(CCC)OC(NS(=O)(=O)C=1SC(=CC1C1=CC(=C(C=C1)CN1C(=NC=C1)C)F)CC(C)C)=O (3-(3-fluoro-4-((2-methyl-1H-imidazol-1-yl)methyl)phenyl)-5-isobutylthiophene-2-yl)sulfonylcarbamic acid butyl ester